(E)-3-(4-chlorophenyl)-N-((2-(2,6-dioxopiperidin-3-yl)-1-oxoisoindolin-5-yl)methyl)-2-(hydroxyimino)propionamide ClC1=CC=C(C=C1)C\C(\C(=O)NCC=1C=C2CN(C(C2=CC1)=O)C1C(NC(CC1)=O)=O)=N/O